2-(5-(2-(7,8-Dimethyl-[1,2,4]triazolo[1,5-a]pyridin-6-yl)-3-isopropyl-1H-indol-5-yl)hexahydrocyclopenta[c]pyrrol-2(1H)-yl)-N,N-dimethylacetamid CC1=C(C=2N(C=C1C=1NC3=CC=C(C=C3C1C(C)C)C1CC3C(CN(C3)CC(=O)N(C)C)C1)N=CN2)C